1-Ethyl-N-((1,2,3,5,6,7-hexahydro-s-indacen-4-yl)carbamoyl)-2-methyl-1H-imidazole-4-sulfonamide, potassium salt [K].C(C)N1C(=NC(=C1)S(=O)(=O)NC(NC1=C2CCCC2=CC=2CCCC12)=O)C